N1=C(C=CC=C1)C=1C=NC(=NC1)NC1=CC(=CC=C1)C=1NC2=C(C=NC(=C2)C(F)(F)F)N1 5-(pyridin-2-yl)-N-(3-(6-(trifluoromethyl)-1H-imidazo[4,5-c]pyridin-2-yl)phenyl)pyrimidin-2-amine